2,6-di(trichloromethyl)-s-triazine ClC(C1=NC(=NC=N1)C(Cl)(Cl)Cl)(Cl)Cl